4-methyl-1,2-dihydropyridazine-3,6-dione CC=1C(NNC(C1)=O)=O